(4-cyanobicyclo[2.2.2]oct-1-yl)-2-(methylsulfonyl)-5-(trifluoromethoxy)benzamide C(#N)C12CCC(CC1)(CC2)C=2C(=C(C(=O)N)C=C(C2)OC(F)(F)F)S(=O)(=O)C